N,N'-bis(propyl-phenyl)carbodiimide C(CC)C1=C(C=CC=C1)N=C=NC1=C(C=CC=C1)CCC